methyl (S)-3-(8-bromo-6-(2-fluorophenyl)-1-(propargylthio)-4H-benzo[f][1,2,4]triazolo[4,3-a][1,4]diazepin-4-yl)propionate BrC=1C=CC2=C(C(=N[C@H](C=3N2C(=NN3)SCC#C)CCC(=O)OC)C3=C(C=CC=C3)F)C1